OC1(CC(C1)C(=O)N1CC2(C1)CCC(CC2)C2=C(C(=NC=C2)OC(C)C)C)C ((1s,3s)-3-Hydroxy-3-methylcyclobutyl)(7-(2-isopropoxy-3-methylpyridin-4-yl)-2-azaspiro[3.5]nonan-2-yl)methanone